NC1=C(C(=O)N2CCC(CC2)N2C(NC3=NC=C(C=C32)[C@@H]3CC[C@H](CC3)O)=O)C=CC(=C1)OC(F)(F)F trans-1-[1-[2-amino-4-(trifluoromethoxy)benzoyl]-4-piperidyl]-6-(4-hydroxycyclohexyl)-3H-imidazo[4,5-b]pyridin-2-one